4,4,5,5-tetramethyl-2-(3-methylnaphthalen-1-yl)-1,3,2-dioxaborolane CC1(OB(OC1(C)C)C1=CC(=CC2=CC=CC=C12)C)C